2-(4-(2-hydroxyethyl)piperazin-1-yl)-ethane-1-sulfonic acid OCCN1CCN(CC1)CCS(=O)(=O)O